N-(4-(4-Bromophenyl)thiazol-2-yl)-2-(2,2-difluoroacetamido)-4-fluorobenzamide BrC1=CC=C(C=C1)C=1N=C(SC1)NC(C1=C(C=C(C=C1)F)NC(C(F)F)=O)=O